C12(CC(C1)C2)NC(CC2CN(CC2(F)F)C=2C=1N(N=C(C2)C=2C(=NC(=NC2)OC)OC)C=CN1)=O N-(bicyclo[1.1.1]pentan-1-yl)-2-(1-(6-(2,4-dimethoxypyrimidin-5-yl)imidazo[1,2-b]pyridazin-8-yl)-4,4-difluoropyrrolidin-3-yl)acetamide